CN1C2=NC(=NC=C2N=C1)O 9-methyl-9H-purin-2-ol